CN1N=CC=2C1=NC(=CC2N2CC1=C(CC2)N(N=C1C)CC12CCC(CC1)(CC2)N2C[C@@H](O[C@@H](C2)C)C)C (2S,6R)-4-(4-((5-(1,6-dimethyl-1H-pyrazolo[3,4-b]pyridin-4-yl)-3-methyl-4,5,6,7-tetrahydro-1H-pyrazolo[4,3-c]pyridin-1-yl)methyl)bicyclo[2.2.2]octan-1-yl)-2,6-dimethylmorpholine